3-oxo-2-phenyl-3-(1-((2-(trimethylsilyl)ethoxy)methyl)-1H-pyrrol-3-yl)propionitrile O=C(C(C#N)C1=CC=CC=C1)C1=CN(C=C1)COCC[Si](C)(C)C